N1N=CC2=CC(=CC=C12)NC1=NC(=NC=C1)C=1C=CC2=C(N(CCC(N2)=O)CC(=O)NC(C)C)C1 2-(8-(4-((1H-indazol-5-yl)amino)pyrimidin-2-yl)-4-oxo-2,3,4,5-tetrahydro-1H-benzo[b][1,4]diazepin-1-yl)-N-isopropylacetamide